3-((3-((8-(piperidin-1-yl)octyl)amino)phenyl)amino)piperidine-2,6-dione N1(CCCCC1)CCCCCCCCNC=1C=C(C=CC1)NC1C(NC(CC1)=O)=O